CN1N=C(C(N(C1=O)C)=O)C(=O)O 2,4-dimethyl-3,5-dioxo-2,3,4,5-tetrahydro-1,2,4-triazine-6-carboxylic acid